chloro(o-chlorophenyl)diphenylmethane ClC(C1=CC=CC=C1)(C1=CC=CC=C1)C1=C(C=CC=C1)Cl